silver bishydrogen citrate C(CC(O)(C(=O)[O-])CC(=O)O)(=O)O.[Ag+]